2-(2-pyridyl)ethyl 4-methylbenzenesulfonate CC1=CC=C(C=C1)S(=O)(=O)OCCC1=NC=CC=C1